O1CC(C1)C(C1COC1)[SiH2]OC(C)=O di(oxetan-3-yl)methylacetoxysilane